[Pt].[Hf] hafnium-platinum